OC1=CC=C(C=C1)C1(C2=CC=C(C=C2C=2C=C(C=CC12)C1=CC=CC2=CC=CC=C12)C1=CC=CC2=CC=CC=C12)C1=CC=C(C=C1)O 9,9-bis(4-hydroxyphenyl)-3,6-bis(1-naphthyl)fluorene